C12(CC3CC(CC(C1)C3)C2)CC(=O)N2CCC(CC2)N2N=CC(=C2)CNC2=C3C(N(C(C3=CC=C2)=O)C2C(NC(CC2)=O)=O)=O 4-(((1-(1-(2-(adamantan-1-yl)acetyl)piperidin-4-yl)-1H-pyrazol-4-yl)methyl)amino)-2-(2,6-dioxopiperidin-3-yl)isoindoline-1,3-dione